(+/-)-cis-3-methylpiperidin-4-ol C[C@@H]1CNCC[C@@H]1O |r|